(S)-N-((R)-1-(6-chloro-1-methoxy-2,7-naphthyridin-4-yl)propyl)-2-methylpropan-2-sulfinamide ClC=1C=C2C(=CN=C(C2=CN1)OC)[C@@H](CC)N[S@@](=O)C(C)(C)C